ClC1=C(C=CC(=N1)C(=O)NC)N1CCN(CC1)CC1=CC=2NC(N(C(C2S1)=O)CC)=O 6-chloro-5-(4-((3-ethyl-2,4-dioxo-1,2,3,4-tetrahydrothieno[3,2-d]pyrimidin-6-yl)methyl)piperazin-1-yl)-N-methylpicolinamide